ClC1=C(OCC(=O)O)C(=CC(=C1)C)Cl 2,6-dichloro-4-methylphenoxyacetic acid